FC1(CC(C1)N1CCNCC1)F (3,3-difluorocyclobutyl)piperazin